(R)-1-([1,1'-biphenyl]-4-yl)-4-methyl-5-(triphenylmethoxy)-2-pentanone C1(=CC=C(C=C1)CC(C[C@H](COC(C1=CC=CC=C1)(C1=CC=CC=C1)C1=CC=CC=C1)C)=O)C1=CC=CC=C1